N-(3-Acetamido-1,1-dimethylpropyl)-4-[[2-(5-chloro-2-hydroxyphenyl)acetyl]amino]pyridin C(C)(=O)NCCC(C)(C)N1CC=C(C=C1)NC(CC1=C(C=CC(=C1)Cl)O)=O